C(C)(C)(C)OC(=O)N(C(OC(C)(C)C)=O)C1=NN2C(C=C(C=C2)C2=C(C(=C(C=C2OC)F)OCCC(C(C)(O[Si](CC)(CC)CC)C2=CC=C(C=C2)F)(F)F)F)=N1 tert-butyl (tert-butoxycarbonyl)(7-(3-((3,3-difluoro-4-(4-fluorophenyl)-4-((triethylsilyl)-oxy)pentyl)oxy)-2,4-difluoro-6-methoxyphenyl)-[1,2,4]triazolo[1,5-a]pyridin-2-yl)carbamate